CC(C)(C)OC(=O)N[C@@H](CC1=CC=CC=C1)C(=O)OC2=C(C=CC(=C2)CC3COC4=CC(=C(C(=C4C3=O)OC)OC)OC)OC The molecule is a homoisoflavonoid that is cremastranone in which the phenolic hydroxy of the 3-hydroxy-4-methoxybenzyl group has undergone formal esterification with N-Boc-L-phenylalanine and in which both of the remaining hydroxy groups have undergone O-methylation. It has a role as a pharmaceutical and an angiogenesis inhibitor. It is a homoisoflavonoid, a carbamate ester, a L-phenylalanine derivative, an aromatic ether and a semisynthetic derivative. It derives from a cremastranone.